Methylenecarbon tert-butyl-2-((1-(2-(4,4-dimethylpiperidin-1-yl)-7-methyl-4-oxo-4H-pyrido[1,2-a]pyrimidin-9-yl)ethyl)amino)benzoate C(C)(C)(C)OC(C1=C(C=CC=C1)NC(C)C1=CC(=CN2C1=NC(=CC2=O)N2CCC(CC2)(C)C)C)=O.C=[C]